di(heptadecan-9-yl) 8,8'-((2-((tert-butyldimethylsilyl)oxy)ethyl)azanediyl)bis(7-hydroxyoctanoate) [Si](C)(C)(C(C)(C)C)OCCN(CC(CCCCCC(=O)OC(CCCCCCCC)CCCCCCCC)O)CC(CCCCCC(=O)OC(CCCCCCCC)CCCCCCCC)O